Fmoc-(azidolysine) C(=O)(OCC1C2=CC=CC=C2C2=CC=CC=C12)N[C@@H](CCCCN=[N+]=[N-])C(=O)O